5-[(4-ethyl-2,6-difluorophenyl)ethynyl]-2-(4-pentylphenyl)thieno[3,2-b]thiophene C(C)C1=CC(=C(C(=C1)F)C#CC1=CC=2SC(=CC2S1)C1=CC=C(C=C1)CCCCC)F